ClC1=NC=CC2=C1N=CN2CC(C)(F)F 4-chloro-1-(2,2-difluoropropyl)-1H-imidazo[4,5-c]pyridine